BrC1=C(N)C(=CC(=C1)S(=O)(=O)N1CCC(CC1)C1=CC=CC=C1)[N+](=O)[O-] 2-bromo-6-nitro-4-[(4-phenyl-1-piperidyl)sulfonyl]aniline